difluoro(6-fluoro-2-methyl-(dihydro-indazol-5-yl)methyl)-[1,2,4]triazolo[4,3-B]pyridazine FC1=CC=2N(N=C1F)C(=NN2)CC=2C=C1CN(NC1=CC2F)C